ClC=1C=C2C=NC(=NC2=CC1C1CCN(CC1)CCC#N)NC=1C=NN(C1Cl)CC(F)F 3-[4-(6-chloro-2-{[5-chloro-1-(2,2-difluoroethyl)-1H-pyrazol-4-yl]amino}quinazolin-7-yl)piperidin-1-yl]propanenitrile